Trans-6-chloro-2-(4-(hydroxymethyl)cyclohexyl)-5-nitroisoindolin-1-one ClC1=C(C=C2CN(C(C2=C1)=O)[C@@H]1CC[C@H](CC1)CO)[N+](=O)[O-]